FC=1C=C(C=CC1F)CC(=O)NC1=NC=CC(=C1)C1=C(C=C(C=C1)OC)[N+](=O)[O-] 2-(3,4-difluorophenyl)N-(4-(4-methoxy-2-nitrophenyl)pyridin-2-yl)acetamide